tert-butyl 4-((1r,3r)-3-(4-(6-(2,6-dioxopiperidin-3-yl)-5-oxo-6,7-dihydro-5H-pyrrolo[3,4-b]pyridin-2-yl)piperazin-1-yl)cyclobutoxy)piperidine-1-carboxylate O=C1NC(CC[C@H]1N1CC2=NC(=CC=C2C1=O)N1CCN(CC1)C1CC(C1)OC1CCN(CC1)C(=O)OC(C)(C)C)=O